[(2R,3R,4R,5R,6S)-5-acetamido-3,4-diacetoxy-6-[3-[5-(tert-butoxycarbonylamino)pentylamino]-3-oxo-propyl]sulfanyl-tetrahydropyran-2-yl]methyl acetate C(C)(=O)OC[C@H]1O[C@H]([C@@H]([C@H]([C@H]1OC(C)=O)OC(C)=O)NC(C)=O)SCCC(=O)NCCCCCNC(=O)OC(C)(C)C